[N+](=O)([O-])C1=C(C=CC(=C1)N=NC1=C(C=CC2=CC=CC=C12)O)C 1-(2-nitro-p-tolylazo)-2-naphthol